ClC1=C(C(N(N=C1)COCC[Si](C)(C)C)=O)C(F)(F)F 5-chloro-4-(trifluoromethyl)-2-((2-(trimethylsilyl)ethoxy)methyl)pyridazin-3(2H)-one